FC1=CC=CC(=N1)C1=NN(C=C1NC(=O)C=1N=C(SC1)C=1C=NNC1)C1CC(C1)OCC(F)(F)F N-(3-(6-fluoropyridin-2-yl)-1-((1s,3s)-3-(2,2,2-trifluoroethoxy)cyclobutyl)-1H-pyrazol-4-yl)-2-(1H-pyrazol-4-yl)thiazole-4-carboxamide